N-{4-[3-Anilino-5-methyl-4-oxo-7-(2,2,2-trifluoroethyl)-4,5-dihydro-1H-pyrrolo[3,2-c]pyridin-2-yl]pyridin-2-yl}-2-(4-fluorophenyl)acetamid N(C1=CC=CC=C1)C1=C(NC2=C1C(N(C=C2CC(F)(F)F)C)=O)C2=CC(=NC=C2)NC(CC2=CC=C(C=C2)F)=O